N2-[4-[1-(2-aminoethyl)pyrazol-4-yl]phenyl]-N4-[2-(6-methyl-2-pyridyl)pyrimidin-4-yl]pyrimidine-2,4-diamine NCCN1N=CC(=C1)C1=CC=C(C=C1)NC1=NC=CC(=N1)NC1=NC(=NC=C1)C1=NC(=CC=C1)C